(S)-2-((5-(4-aminoquinazolin-6-yl)thiophen-2-yl)methylamino)-N-(1-(3-fluorophenyl)propyl)nicotinamide NC1=NC=NC2=CC=C(C=C12)C1=CC=C(S1)CNC1=C(C(=O)N[C@@H](CC)C2=CC(=CC=C2)F)C=CC=N1